C(C)(C)(C)OC(CC1=C(C(=CC=C1C(C)C)C)C1=CC(=NC=C1)F)=O 2-(2-(2-Fluoropyridin-4-yl)-6-isopropyl-3-methylphenyl)acetic acid tert-butyl ester